tert-butyl N-[3-(benzylsulfanyl)-2-chloropyridin-4-yl]carbamate C(C1=CC=CC=C1)SC=1C(=NC=CC1NC(OC(C)(C)C)=O)Cl